N-(2-(4-benzylpiperidin-1-yl)ethyl)-1H-indole-2-sulfonamide C(C1=CC=CC=C1)C1CCN(CC1)CCNS(=O)(=O)C=1NC2=CC=CC=C2C1